C12COCC(CC1)N2S(=O)(=O)C2=CC=C(C=C2)NC(=O)NCC=2C=NC=CC2 1-(4-{3-oxa-8-azabicyclo[3.2.1]octane-8-sulfonyl}phenyl)-3-(pyridin-3-ylmethyl)urea